6-(4-((4-(1H-pyrazol-4-yl)phenyl)amino)pyrimidin-2-yl)-N,N,1-trimethyl-1H-indole-2-carboxamide N1N=CC(=C1)C1=CC=C(C=C1)NC1=NC(=NC=C1)C1=CC=C2C=C(N(C2=C1)C)C(=O)N(C)C